1-Cyclobutyl-4-fluoro-6-methoxy-1H-indole-2-carboxylic acid ethyl ester C(C)OC(=O)C=1N(C2=CC(=CC(=C2C1)F)OC)C1CCC1